3-((4-(1,1-difluoroethyl)-1-((2,4-dimethyl-6-oxo-1,6-dihydropyrimidin-5-yl)-methyl)-6-oxo-1,6-dihydro-pyrimidin-5-yl)oxy)-2,4,5-trifluorobenzonitrile FC(C)(F)C=1N=CN(C(C1OC=1C(=C(C#N)C=C(C1F)F)F)=O)CC1=C(N=C(NC1=O)C)C